CN1N=C2C(N(C=3C=CC=CC23)C2=CC=C(C=C2)C(F)(F)F)=C1 2-methyl-4-[4-(trifluoromethyl)phenyl]-2H,4H-pyrazolo[4,3-b]Indole